C(C(=C)C)(=O)OCC12C3(CCC(C2CCC1)C3)COC(C(=C)C)=O bis(methacryloyloxymethyl)tricyclo-[5.2.1.02,6]Decane